2-(6-(((1S,4S,5S,6R)-6-fluoro-2-azabicyclo[2.2.1]heptan-5-yl)oxy)pyridazin-3-yl)-5-(1H-pyrazol-1-yl)phenol F[C@H]1[C@H]([C@@H]2CN[C@H]1C2)OC2=CC=C(N=N2)C2=C(C=C(C=C2)N2N=CC=C2)O